3-amino-9-azabicyclo[4.2.1]nonane-9-carboxylic acid tert-butyl ester C(C)(C)(C)OC(=O)N1C2CC(CCC1CC2)N